2-(2-methylthiazol-5-yl)-4-(trimethylsilyl)but-3-yn-2-ol CC=1SC(=CN1)C(C)(C#C[Si](C)(C)C)O